2-[[6-[5-chloro-3-[1-[(1-methyl-4-piperidyl)methyl]pyrazol-4-yl]quinoxalin-6-yl]oxy-2-methyl-benzimidazol-1-yl]methoxy]ethyl-trimethyl-silane ClC1=C2N=C(C=NC2=CC=C1OC=1C=CC2=C(N(C(=N2)C)COCC[Si](C)(C)C)C1)C=1C=NN(C1)CC1CCN(CC1)C